N(=[N+]=[N-])C=1N=NC=CC1 azidodiazine